O=C1N(CC2=CC(=CC=C12)OC1C(CCC1)N1CCCC1)C1C(NC(CC1)=O)=O 3-(1-oxo-5-((2-(pyrrolidin-1-yl)cyclopentyl)oxy)isoindolin-2-yl)piperidine-2,6-dione